4-((3-(1H-Imidazol-1-yl)-5-Methoxyphenyl)amino)-7-methoxyquinoline-6-carboxamide N1(C=NC=C1)C=1C=C(C=C(C1)OC)NC1=CC=NC2=CC(=C(C=C12)C(=O)N)OC